C(CCCC(C)(C)C)(=O)[O-].C[N+](C)(C)C tetramethylammonium neooctanoate